C(C)(=O)OC(C)CC\C=C(\CCC=C(C)C)/C (E)-6,10-dimethylundec-5,9-dien-2-yl acetate